CS(=O)(=O)[O-].C(CCCCCCCCCC)[N+]1(CCCCC1)CC 1-Undecyl-1-ethylpiperidinium methansulfonat